Cyclopropyl-N-iso-pentyl-2-methoxy-1H-imidazole-1-carboxamide C1(CC1)C=1N=C(N(C1)C(=O)NCCC(C)C)OC